N-(4-(5-cyanopyridin-3-yl)phenyl)-2-(2-(cyclopropanesulfonylamino)thiazol-4-yl)-N-methylbutanamide C(#N)C=1C=C(C=NC1)C1=CC=C(C=C1)N(C(C(CC)C=1N=C(SC1)NS(=O)(=O)C1CC1)=O)C